(Cis)-3-((4-chlorophthalazin-1-yl)amino)-1-methylcyclobutan-1-ol ClC1=NN=C(C2=CC=CC=C12)NC1CC(C1)(O)C